FC=1C=C(C=CC1F)N1C(=C(C2=C1C=C1C=NNC1=C2F)C2=CC=C(C(=O)O)C=C2)[C@](COOC)(CC)O (S)-4-(5-(3,4-difluorophenyl)-8-fluoro-6-(2-hydroxy-1-methoxy-oxybut-2-yl)-1,5-dihydropyrrolo[2,3-f]indazol-7-yl)benzoic acid